tert-butyl 4-(4-((1-isopropyl-1H-pyrazol-3-yl)methoxy)phenyl)-1H-imidazole-1-carboxylate C(C)(C)N1N=C(C=C1)COC1=CC=C(C=C1)C=1N=CN(C1)C(=O)OC(C)(C)C